NC1=NC=NN2C1=C(C=C2C2CCN(CC2)C(=O)N(C)C)C2=C(C=C(C=C2)C2=C(C(N(C=C2)C2=CC=CC=C2)=O)C(=O)N)F [4-(4-amino-7-{1-[(dimethylamino)carbonyl]piperidin-4-yl}pyrrolo[2,1-f][1,2,4]triazin-5-yl)-3-fluorophenyl]-2-oxo-1-phenyl-1,2-dihydropyridine-3-carboxamide